C(CCC(=O)O)(=O)N[C@@H](CCCN)C(=O)O N~2~-Succinylornithine